CC(C)(C)OC(=O)N[C@H](C1=CC=CC=C1Cl)C(=O)O (R)-N-Boc-(2'-chlorophenyl)glycine